OB1OCC2=C1C=C(C=C2)C(=O)N[C@@H](C(=O)OC)CCC2=CC=CC=C2 Methyl (R)-2-(1-hydroxy-1,3-dihydrobenzo[c][1,2]oxaborole-6-carboxamido)-4-phenylbutanoate